FC(OC=1C=C(C=CC1F)C=1C=C(C=NC1)CN1CO[C@@H](C1)C(C)C)F |r| (R/S)-3-[[5-[3-(Difluoromethoxy)-4-fluoro-phenyl]-3-pyridyl]methyl]-5-isopropyl-oxazolidin